triethoxy(8-isocyanatooctyl)silane C(C)O[Si](CCCCCCCCN=C=O)(OCC)OCC